methyl 2-(3-bromo-2-oxopyridin-1(2H)-yl)-3-methoxypropionate BrC=1C(N(C=CC1)C(C(=O)OC)COC)=O